FC(OC1=CC=C(C(=N1)OC)N)F 6-(difluoromethoxy)-2-methoxy-pyridin-3-amine